3-(2-fluorophenyl)-12-oxo-6a,7,9,10-tetrahydro-12H-pyrazino[2,1-c]Pyrido[3,4-f][1,4]Oxazepine-8(6H)-carboxylic acid tert-butyl ester C(C)(C)(C)OC(=O)N1CC2COC3=C(C(N2CC1)=O)C=NC(=C3)C3=C(C=CC=C3)F